N1=C(C=CC=C1)[C@@H](C)NC(=O)[C@@H]1CN(CC[C@H]1NC(=O)C1=CC(=NO1)C1=C(C=C(C=C1)F)F)C1C(CCC1)C (3R,4R)-4-{[3-(2,4-difluoro-phenyl)-isoxazole-5-carbonyl]-amino}-1-(2-methyl-cyclopentyl)-piperidine-3-carboxylic acid ((R)-1-pyridin-2-yl-ethyl)-amide